CN1CCN(CC1)CCOC1=NC2=CC=CC(=C2C=N1)OC1CCOCC1 (4-methylpiperazin-1-yl)ethoxyl-5-tetrahydropyran-4-yloxyquinazoline